Octane-6-amine hydrochloride Cl.CCCCCC(CC)N